3-(4-fluoro-2-methylphenoxy)-N-(3-(methylsulfonyl)phenyl)-6-(trifluoromethyl)pyridazine-4-carboxamide FC1=CC(=C(OC=2N=NC(=CC2C(=O)NC2=CC(=CC=C2)S(=O)(=O)C)C(F)(F)F)C=C1)C